FC(C1=NN(C=C1)C)F 3-difluoromethyl-1-methyl-1H-pyrazol